FC=1C=C(CNC(CCCCCCCC)=O)C=C(C1O)OC N-(3-fluoro-4-hydroxy-5-methoxybenzyl)nonanamide